N-(6-chloro-5-methylpyridazin-3-yl)-1,3-benzothiazol-2-amine ClC1=C(C=C(N=N1)NC=1SC2=C(N1)C=CC=C2)C